C(#N)CC1=C(OC2=C1C=CC=C2NC2C(CN(CC2)C)(F)F)C#CC 3-(3-(cyanomethyl)-7-((3,3-difluoro-1-methylpiperidin-4-yl)amino)benzofuran-2-yl)prop-2-yn